(S)-2-amino-3-(1-methyl-3-oxopyrazolidin-4-yl)propanamide hydrochloride Cl.N[C@H](C(=O)N)CC1C(NN(C1)C)=O